ClC1=CC=C(C=C1)C=1C=2C(=C(SC2N2C(=NN=C2[C@@H](N1)CC(=O)NC1=CC=C(C=C1)O)C)C)C 2-[(9S)-7-(4-chlorophenyl)-4,5,13-trimethyl-3-thia-1,8,11,12-tetrazatricyclo[8.3.0.02,6]trideca-2(6),4,7,10,12-pentaen-9-yl]-N-(4-hydroxyphenyl)acetamide